(S)-4-(difluoromethyl)-6-fluoro-N-(8-fluoro-6-oxo-1,4,5,6-tetrahydro-2H-pyrano[3,4-c]isoquinolin-1-yl)-N-methyl-1H-indole-2-carboxamide FC(C1=C2C=C(NC2=CC(=C1)F)C(=O)N(C)[C@@H]1COCC=2NC(C=3C=C(C=CC3C21)F)=O)F